C1(=CC=CC=C1)SC1=C(C=CC=C1)C1(C2=CC=CC=C2OC=2C=CC=CC12)O 9-(2-(phenylthio)phenyl)-9H-xanthene-9-ol